C1(CC1)C=1C=C2C(=NC(=NC2=C(C1C1=C2C=NN(C2=CC(=C1C)F)C1OCCCC1)O)OC1CCOCC1)N1[C@@H]2CN([C@H](C1)C2)C(=O)OC(C)(C)C tert-butyl (1S,4S)-5-{6-cyclopropyl-7-[6-fluoro-5-methyl-1-(oxan-2-yl)-1H-indazol-4-yl]-8-hydroxy-2-[(oxan-4-yl)oxy] quinazolin-4-yl}-2,5-diazabicyclo[2.2.1]heptane-2-carboxylate